C(CCCCCC)OCOCCC=CCCCCCCCCCCBr 14-bromo-3-tetradecenyl heptoxymethyl ether